COC1=CC=CC=2C=3N(C(=NC12)N[C@H]1C(NCCCC1)=O)N=C(N3)C=3C=NNC3 (3R)-3-{[7-methoxy-2-(1H-pyrazol-4-yl)[1,2,4]triazolo[1,5-c]quinazolin-5-yl]amino}azepan-2-one